COC(C(C(=O)O)(OC=1C=CC(=C2C=CC=NC12)Cl)CC)=O.C[Si](C)(C)NN trimethylsilyl-hydrazine methylethyl-(5-chloro-8-quinolinoxy)-malonate